4-heptanamine CCCC(CCC)N